3-(2,3-Dimethoxythieno[2,3-b]pyrazin-6-yl)-3-oxopropanoic acid tert-butyl ester C(C)(C)(C)OC(CC(=O)C1=CC=2C(=NC(=C(N2)OC)OC)S1)=O